1-(4-(5-chloro-2-(1H-tetrazol-1-yl)phenyl)-5-fluoro-2-oxopyridin-1(2H)-yl)-2-phenylethyl-1H-benzo[d]imidazole-5-carboxylic acid ClC=1C=CC(=C(C1)C1=CC(N(C=C1F)C(CC1=CC=CC=C1)N1C=NC2=C1C=CC(=C2)C(=O)O)=O)N2N=NN=C2